(7-(3-(tert-Butyl)isoxazol-5-yl)-2-azaspiro[3.5]nonan-2-yl)((1s,3s)-3-hydroxy-3-methylcyclobutyl)methanon C(C)(C)(C)C1=NOC(=C1)C1CCC2(CN(C2)C(=O)C2CC(C2)(C)O)CC1